[Na].ON1C(CCC1=O)=S N-hydroxythiosuccinimide sodium